tert-Butyl 4-((3-amino-5-bromopyridin-2-yl)amino)piperidine-1-carboxylate NC=1C(=NC=C(C1)Br)NC1CCN(CC1)C(=O)OC(C)(C)C